acetic acid 2,2,9,11-tetramethylspiro[5.5]undec-8-en-1-yl ester CC1(C(C2(CCC1)CC=C(CC2C)C)OC(C)=O)C